1-(4-cyanothiophen-2-yl)cyclopropane-1-carboxylic acid C(#N)C=1C=C(SC1)C1(CC1)C(=O)O